5-(1-(2-chloro-3-fluorophenyl)ethoxy)pyrimidine-2-carboxylic acid ClC1=C(C=CC=C1F)C(C)OC=1C=NC(=NC1)C(=O)O